(-)-N-((R)-(3-amino-4-fluorophenyl)(phenyl)methyl)-2-methylpropan-2-sulfinamide NC=1C=C(C=CC1F)[C@H](NS(=O)C(C)(C)C)C1=CC=CC=C1